(S)-4-(2-(4-(2-acetyl-5-chlorophenyl)-5-methoxy-2-oxopyridin-1(2H)-yl)-4-(tert-butoxy)butyrylamino)benzamide C(C)(=O)C1=C(C=C(C=C1)Cl)C1=CC(N(C=C1OC)[C@H](C(=O)NC1=CC=C(C(=O)N)C=C1)CCOC(C)(C)C)=O